(7R)-4-(2-chloro-6-fluorophenyl)-7-(4-methyl-1,3-thiazol-5-yl)-2-(2-(2-propenoyl)-2,6-diazaspiro[3.4]octan-6-yl)-7,8-dihydro-5H-pyrano[4,3-b]pyridine-3-carbonitrile ClC1=C(C(=CC=C1)F)C1=C2C(=NC(=C1C#N)N1CC3(CN(C3)C(C=C)=O)CC1)C[C@@H](OC2)C2=C(N=CS2)C